4-bromo-2-(2,6-dioxopiperidin-3-yl)-5-((4-(4-((1R,2S)-6-hydroxy-2-phenyl-1,2,3,4-tetrahydronaphthalen-1-yl)phenyl)piperazin-1-yl)methyl)isoindoline-1,3-dione BrC1=C2C(N(C(C2=CC=C1CN1CCN(CC1)C1=CC=C(C=C1)[C@H]1[C@H](CCC2=CC(=CC=C12)O)C1=CC=CC=C1)=O)C1C(NC(CC1)=O)=O)=O